(2r,4s)-4-amino-2-methylpiperidine-1-carboxylic acid tert-butyl ester C(C)(C)(C)OC(=O)N1[C@@H](C[C@H](CC1)N)C